2-hexyldecyl 9-(hexylamino)nonanoate 2-Hexyldecyl-9-(hexylamino)nonanoate ethyl-2-amino-5-(1-isopropyl-1H-pyrazol-3-yl)-4-(trifluoromethyl)thiophene-3-carboxylate C(C)OC(=O)C1=C(SC(=C1C(F)(F)F)C1=NN(C=C1)C(C)C)N.C(CCCCC)C(COC(CCCCCCCCNCCCCCC)=O)CCCCCCCC.C(CCCCC)NCCCCCCCCC(=O)OCC(CCCCCCCC)CCCCCC